diethyl 2',3,3'',5'-tetramethoxy-[1,1':4',1''-terphenyl]-4,4''-dicarboxylate COC1=C(C=C(C(=C1)C1=CC(=C(C=C1)C(=O)OCC)OC)OC)C1=CC(=C(C=C1)C(=O)OCC)OC